(S)-3-(4-(((R)-4-(5-chloro-6-((tetrahydro-2H-pyran-4-yl)oxy)pyridin-3-yl)-7-fluoro-2,3-dihydro-1H-inden-1-yl)oxy)phenyl)hex-4-ynoic acid methyl ester COC(C[C@H](C#CC)C1=CC=C(C=C1)O[C@@H]1CCC2=C(C=CC(=C12)F)C=1C=NC(=C(C1)Cl)OC1CCOCC1)=O